BrC=1C(=C2C(=NC1)N=C(N2)C2=C(N(C(=C2)C)C2=CC=C(C=C2)OCCN2CCOCC2)C)N[C@@H]2CN(CC2)S(=O)(=O)CC (S)-6-Bromo-2-(2,5-dimethyl-1-(4-(2-morpholinoethoxy)phenyl)-1H-pyrrol-3-yl)-N-(1-(ethylsulfonyl)pyrrolidin-3-yl)-1H-imidazo[4,5-b]pyridin-7-amin